N-(3-chloro-2-methylphenyl)-2-(cyclopentylamino)-6-({[2-(trifluoromethyl)phenyl]carbonyl}amino)-1H-benzimidazole-4-carboxamide ClC=1C(=C(C=CC1)NC(=O)C1=CC(=CC=2NC(=NC21)NC2CCCC2)NC(=O)C2=C(C=CC=C2)C(F)(F)F)C